P(=O)(O)(OP(=O)(O)O)O[C@@H]1[C@@H](O)[C@H](O)[C@H](O)[C@@H](O1)C diphospho-β-L-fucose